1-methylcyclopropanamine CC1(CC1)N